C(#N)C=1C=C(O[C@@H]2[C@@](CN(C2)S(=O)(=O)C2=C(C#N)C=C(C=C2)C(F)(F)F)(CO)O)C=CC1 2-(((3R,4S)-4-(3-cyanophenoxy)-3-hydroxy-3-(hydroxymethyl)pyrrolidin-1-yl)sulfonyl)-5-(trifluoromethyl)benzonitrile